diethylsilyl-bis(tetrahydroindenyl)zirconium difluoride [F-].[F-].C(C)[SiH](CC)[Zr+2](C1CCC2CC=CC=C12)C1CCC2CC=CC=C12